FC=1C=C(C=C(C1C(=O)O)F)C=1C(=C(C=CC1)C1=CC(=C(C(=C1)F)C(=O)O)F)C1=CC(=C(C(=C1)F)C(=O)O)F tris(3,5-difluoro-4-carboxyphenyl)benzene